C1(CC1)S(=O)(=O)N[C@@H]1CC[C@H](OC1)CN1CCC2(CN(C2)C2=NC=NC=C2OC2=C(C(=O)N(C(C)C)C3CC3)C=C(C=C2)F)CC1 2-((4-(7-(((2S,5R)-5-(Cyclopropanesulfonamido)tetrahydro-2H-pyran-2-yl)methyl)-2,7-diazaspiro[3.5]nonan-2-yl)pyrimidin-5-yl)oxy)-N-cyclopropyl-5-fluoro-N-isopropylbenzamide